(S)-quinuclidin-3-yl (7-(3-isopropylphenyl)-3,3-dimethylchroman-4-yl)carbamate C(C)(C)C=1C=C(C=CC1)C1=CC=C2C(C(COC2=C1)(C)C)NC(O[C@@H]1CN2CCC1CC2)=O